Dimethyl phthalate Dimethyl-benzene-1,2-dicarboxylate COC(=O)C=1C(=CC=CC1)C(=O)OC.C(C=1C(C(=O)OC)=CC=CC1)(=O)OC